2-fluoro-3,5-dichlorophenol FC1=C(C=C(C=C1Cl)Cl)O